(4-fluorophenyl)(2-(4-methoxyphenyl)-1H-imidazol-4-yl)methanone FC1=CC=C(C=C1)C(=O)C=1N=C(NC1)C1=CC=C(C=C1)OC